(1R,2R)-N-(7-chloro-6-(1-((3R,4R)-4-hydroxy-3-methyltetrahydrofuran-3-yl)piperidin-4-yl)isoquinolin-3-yl)-2-(difluoromethyl)cyclopropane-1-carboxamide ClC1=C(C=C2C=C(N=CC2=C1)NC(=O)[C@H]1[C@@H](C1)C(F)F)C1CCN(CC1)[C@@]1(COC[C@@H]1O)C